acetic acid 4-chloro-4-oxobutyl ester ClC(CCCOC(C)=O)=O